4-(2,6-diphenylimidazo[1,2-a]pyridin-8-yl)benzonitrile C1(=CC=CC=C1)C=1N=C2N(C=C(C=C2C2=CC=C(C#N)C=C2)C2=CC=CC=C2)C1